1-(4-(2,6-dioxopiperidin-3-yl)-3,5-difluorophenyl)azetidin-3-yl (3,3-dimethylcyclobutyl)carbamate CC1(CC(C1)NC(OC1CN(C1)C1=CC(=C(C(=C1)F)C1C(NC(CC1)=O)=O)F)=O)C